C(C1=CC=CC=C1)N1S(C(C2=C1C=CC=C2[N+](=O)[O-])(C)C)(=O)=O 1-Benzyl-3,3-dimethyl-4-nitro-1,3-dihydro-2,1-benzothiazol-2,2-dioxid